[Si](C)(C)(C(C)(C)C)O[C@@H]1C[C@H](C1)O trans-3-[(tert-butyldimethylsilyl)oxy]cyclobutan-1-ol